6-[2-methoxy-5-(4,4,5,5-tetramethyl-1,3,2-dioxaborolan-2-yl)phenyl]-4-methylphthalazin-1-amine trifluoroacetic acid salt FC(C(=O)O)(F)F.COC1=C(C=C(C=C1)B1OC(C(O1)(C)C)(C)C)C=1C=C2C(=NN=C(C2=CC1)N)C